(8-(4-methoxyphenyl)-1,3,4,5-tetrahydro-2H-pyrido[4,3-b]indol-2-yl)(phenyl)methanone COC1=CC=C(C=C1)C1=CC=2C3=C(NC2C=C1)CCN(C3)C(=O)C3=CC=CC=C3